CS(=O)(=O)O[C@@H](CCOCCCN1N=CC(=N1)C1=NN(C2=CC=C(C=C12)O[Si](C)(C)C(C)(C)C)C1OCCCC1)C [(1R)-3-[3-[4-[5-[tert-butyl(dimethyl)silyl]oxy-1-tetrahydropyran-2-yl-indazol-3-yl]triazol-2-yl] propoxy]-1-methyl-propyl] methanesulfonate